[Si](C)(C)(C(C)(C)C)OCCOC1=CC(=NC=C1)C#N 4-(2-((T-Butyldimethylsilyl)oxy)ethoxy)pyridinecarbonitrile